2-hydroxy-3,4-dimethoxybenzaldehyde OC1=C(C=O)C=CC(=C1OC)OC